tert-butyl 3-(2-chloro-4-(4,6-dichloro-7H-pyrrolo[2,3-d]pyrimidin-7-yl)phenyl)morpholine-4-carboxylate ClC1=C(C=CC(=C1)N1C(=CC2=C1N=CN=C2Cl)Cl)C2N(CCOC2)C(=O)OC(C)(C)C